tris(dimethylvinylsiloxy)-3-isocyanatopropylsilane CC(=C[SiH2]O[Si](CCCN=C=O)(O[SiH2]C=C(C)C)O[SiH2]C=C(C)C)C